C1(=CC=C(C=C1)C1=CC2=C(C=N1)SC(=N2)C(=O)O)C2=CC=CC=C2 6-([1,1'-biphenyl]-4-yl)thiazolo[5,4-c]pyridine-2-carboxylic acid